ClC1=C(C(=C(N=N1)OC)N)I 6-Chloro-5-iodo-3-methoxypyridazin-4-amine